1-(4,4-difluorocyclohexyl)-1H-pyrazol FC1(CCC(CC1)N1N=CC=C1)F